(3-((1-Methylpiperidin-4-yl)methyl)-1,2,3-oxadiazol-3-ium-5-yl)((3-(2-phenylacetamido)-5-(trifluoromethyl)phenyl)carbamoyl)amide CN1CCC(CC1)C[N+]1=NOC(=C1)[N-]C(NC1=CC(=CC(=C1)C(F)(F)F)NC(CC1=CC=CC=C1)=O)=O